COC(=O)C=1C=C2CCC(C2=CC1F)=O 6-Fluoro-1-oxo-2,3-dihydro-1H-indene-5-carboxylic acid methyl ester